6-[(3-methylphenyl)thio]-1,2,3,4-tetrahydronaphthalen-1-one CC=1C=C(C=CC1)SC=1C=C2CCCC(C2=CC1)=O